BrC1=NN2C(N=C(C=C2N2CC(C2)OC)C(=O)O)=C1 2-bromo-7-(3-methoxyazetidin-1-yl)pyrazolo[1,5-a]pyrimidine-5-carboxylic acid